ClC1=NC=C(C(=C1)C1=C(C=NC(=C1)C)C(=O)NC=1SC2=C(N1)CC[C@H](C2)NC(=O)C2CC(C2)O)OC 2'-chloro-N-((R)-6-((1s,3S)-3-hydroxycyclobutane-1-carboxamido)-4,5,6,7-tetrahydrobenzo[d]thiazol-2-yl)-5'-methoxy-6-methyl-[4,4'-bipyridine]-3-carboxamide